methyl 5-(5-bromo-3-nitropyridin-2-yl)-3-isopropylthiophene-2-carboxylate BrC=1C=C(C(=NC1)C1=CC(=C(S1)C(=O)OC)C(C)C)[N+](=O)[O-]